6-(3,5-dimethylpyrazol-1-yl)-2-[1-(2-methoxyacetyl)piperidin-4-yl]pyridazin-3-one CC1=NN(C(=C1)C)C=1C=CC(N(N1)C1CCN(CC1)C(COC)=O)=O